COC(CCCCCCCCCC[N+]#[C-])=O 11-ISOCYANOUNDECANOIC ACID METHYL ESTER